(R)-3-(3-(6-(2-((1-Ethyl-1H-pyrazol-4-yl)amino)pyrimidin-4-yl)pyridin-2-yl)isoxazol-5-yl)-3-hydroxy-1-methylpyrrolidin-2-one C(C)N1N=CC(=C1)NC1=NC=CC(=N1)C1=CC=CC(=N1)C1=NOC(=C1)[C@]1(C(N(CC1)C)=O)O